ClC1=C(C=CC=C1F)C=1C(N(C(NC1)=O)CCCS(=O)(=O)C)=O 5-(2-Chloro-3-fluoro-phenyl)-3-(3-methanesulfonyl-propyl)-2,4-dioxo-3,4-dihydro-2H-pyrimidin